FC(C(=O)O)(F)F.NCC(CN1N=CN(C1=O)C1=C(C=C(C=N1)C1C(N(C2=CC=CC=C2C1)C)=O)C)=C(F)F [6-[1-[2-(aminomethyl)-3,3-difluoro-allyl]-5-oxo-1,2,4-triazol-4-yl]-5-methyl-3-pyridinyl]-1-methyl-3,4-dihydroquinolin-2-one trifluoroacetate